(2R,4R)-N-benzyl-2-methyltetrahydro-2H-pyran-4-amine C(C1=CC=CC=C1)N[C@H]1C[C@H](OCC1)C